2-chloro-N-[3-[[[2-iodo-4-[1,2,2,2-tetrafluoro-1-(trifluoromethyl)ethyl]-6-(trifluoromethyl)phenyl]amino]carbonyl]phenyl]-3-pyridinecarboxamide ClC1=NC=CC=C1C(=O)NC1=CC(=CC=C1)C(=O)NC1=C(C=C(C=C1C(F)(F)F)C(C(F)(F)F)(C(F)(F)F)F)I